(1S,3S)-3-((6-(5-(((4-(2-fluoro-propoxy)pyrimidin-2-yl)amino)methyl)-1-methyl-1H-1,2,3-triazol-4-yl)-2-methyl-pyridin-3-yl)oxy)cyclohexane-1-carboxylic acid FC(COC1=NC(=NC=C1)NCC1=C(N=NN1C)C1=CC=C(C(=N1)C)O[C@@H]1C[C@H](CCC1)C(=O)O)C